phenyl 6-methoxy-5-[(5-methyl-3-phenyl-isoxazole-4-carbonyl)amino]pyridine-2-carboxylate COC1=C(C=CC(=N1)C(=O)OC1=CC=CC=C1)NC(=O)C=1C(=NOC1C)C1=CC=CC=C1